Hexahydrobenzylamine C(C1CCCCC1)N